C(C(C)C)OC1=CC(=C(C=N1)N1C2=C(SC=3N=CC=C(NC1=O)C32)C(=O)N)C (6-isobutoxy-4-methylpyridin-3-yl)-4-oxo-4,5-dihydro-3H-1-thia-3,5,8-triazaacenaphthylene-2-carboxamide